C(=O)(O)C1=CC=NN1CC1=CC(C(=C(N1CC)C1=CC(=C(C=C1)Cl)Cl)C(=O)O)=O 6-[(5-carboxypyrazol-1-yl)methyl]-2-(3,4-dichlorophenyl)-1-ethyl-4-oxo-pyridine-3-carboxylic acid